4-methoxycyclohexyl-2-(2,5-dimethylphenyl)acetamide COC1CCC(CC1)C(C(=O)N)C1=C(C=CC(=C1)C)C